FC1=CC=C(CC=2C(=C(N)C=C(C2)OC)C)C=C1 3-(4-fluorobenzyl)-5-methoxy-2-methyl-aniline